N-stearyl-stearic amide C(CCCCCCCCCCCCCCCCC)NC(CCCCCCCCCCCCCCCCC)=O